C(C1=CC=CC=C1)O[C@H]1[C@@H](OC)O[C@@H]([C@H]([C@@H]1OCC1=CC=CC=C1)OCC1=CC=CC=C1)COC1=CC=C(C=C1)[N+](=O)[O-] methyl 2,3,4-tris-O-benzyl-6-O-(para-nitrophenyl)-α-D-glucopyranoside